[4-(3-chloro-2-piperazin-1-yl-6-quinolinyl)-1,2,4-triazol-3-yl]methylamine dihydrochloride Cl.Cl.ClC=1C(=NC2=CC=C(C=C2C1)N1C(=NN=C1)CN)N1CCNCC1